Triethylene glycol-bis-[3-(3-tert-butyl-5-methyl-4-hydroxyphenyl) propionate] C(C)(C)(C)C=1C=C(C=C(C1O)C)CCC(=O)OCCOCCOCCOC(CCC1=CC(=C(C(=C1)C)O)C(C)(C)C)=O